tert-butyl (2S,3S)-2-carbamothioyl-3-methoxypyrrolidine-1-carboxylate C(N)(=S)[C@H]1N(CC[C@@H]1OC)C(=O)OC(C)(C)C